(S)-(4-((2-cyclopropyl-6-methyl-7-phenyl-1H-imidazo[4,5-c]pyridin-1-yl)methyl)-3,5-difluorophenyl)(imino)(methyl)-λ6-sulfanone C1(CC1)C=1N(C2=C(C=NC(=C2C2=CC=CC=C2)C)N1)CC1=C(C=C(C=C1F)[S@@](=O)(C)=N)F